BrC1=C(C=C(C(=C1)Cl)C)O 2-bromo-4-chloro-5-methylphenol